C(CCCC(=O)O)(=O)O Glutaroic acid